COC(=O)C1C[C@H](NC(N[C@H](COC(N(C1C1=CC=CC=C1)CC1=CC=CC=C1)=O)CCCC)=O)C1=CC2=C(OCO2)C=C1 (6S,10S)-10-(1,3-benzodioxol-5-yl)-2-benzyl-6-butyl-3,8-dioxo-1-phenyl-4-oxa-2,7,9-triazacyclododecane-12-oic acid methyl ester